4-(7-(5-(cyclopropylmethyl)-4,5,6,7-tetrahydropyrazolo[1,5-a]pyrazin-3-yl)-4-(pyridin-4-yl)-5H-pyrrolo[3,2-d]pyrimidin-2-yl)morpholine C1(CC1)CN1CC=2N(CC1)N=CC2C2=CNC1=C2N=C(N=C1C1=CC=NC=C1)N1CCOCC1